3-bromo-6-[5-(bromomethyl)-1-methyl-1H-1,2,3-triazol-4-yl]-2-ethylpyridine BrC=1C(=NC(=CC1)C=1N=NN(C1CBr)C)CC